FC1=CC=C(C=C1)NC(=O)C1(CC1)C(=O)NC1=CC=C(C=C1)OC=1C2=C(N=CN1)C=C(C=N2)OC 1-N'-(4-fluorophenyl)-1-N-[4-(7-methoxypyrido[3,2-d]pyrimidin-4-yl)oxyphenyl]cyclopropane-1,1-dicarboxamide